FC(OC(C)C1=CC(=NC=C1)C(=O)O)F 4-(1-(difluoromethoxy)ethyl)picolinic acid